4-Isocyanatophenyl-2-isocyanatophenylmethane N(=C=O)C1=CC=C(C=C1)CC1=C(C=CC=C1)N=C=O